C(C)C(C(=O)OC1=CC2=C(NC=N2)C=C1)CC 1H-benzo[d]imidazol-5-yl 2-ethylbutanoate